The molecule is an N-alkylpyrrolidine, that is N-methylpyrrolidine in which the pro-R hydrogen at position 2 is replaced by a {5-[2-(phenylsulfonyl)ethyl]-1H-indol-3-yl}methyl group. It has a role as a serotonergic agonist, a vasoconstrictor agent and a non-steroidal anti-inflammatory drug. It is a member of indoles, a N-alkylpyrrolidine and a sulfone. It is a conjugate base of an eletriptan(1+). CN1CCC[C@@H]1CC2=CNC3=C2C=C(C=C3)CCS(=O)(=O)C4=CC=CC=C4